(S)-3-(4-(4-((14-azido-3,6,9,12-tetraoxatetradecyl)oxy)naphthalen-1-yl)phenyl)-3-(2-(5-((6-methoxypyridin-2-yl)amino)pentanamido)acetamido)propanoic acid N(=[N+]=[N-])CCOCCOCCOCCOCCOC1=CC=C(C2=CC=CC=C12)C1=CC=C(C=C1)[C@H](CC(=O)O)NC(CNC(CCCCNC1=NC(=CC=C1)OC)=O)=O